ethynyl-3α-androstanediol C(#C)C[C@@]12[C@@H](O)CC[C@H]1[C@@H]1CC[C@H]3C[C@H](O)CC[C@]3(C)[C@H]1CC2